3-((2-(dimethylamino)ethyl)sulfonyl)-5'-methyl-4-pentyl-2'-(prop-1-en-2-yl)-1',2',3',4'-tetrahydro-[1,1'-biphenyl]-2,6-diol CN(CCS(=O)(=O)C1=C(C(=C(C=C1CCCCC)O)C1C(CCC(=C1)C)C(=C)C)O)C